6-Ethyl-1-methyl-2-oxo-N-phenyl-7,8-dihydro-5H-1,6-naphthyridine-3-carboxamide C(C)N1CC=2C=C(C(N(C2CC1)C)=O)C(=O)NC1=CC=CC=C1